BrC1=C2CN(C(C2=C(C=C1)Cl)=O)C1C(NC(CC1)=O)=O 3-(4-Bromo-7-chloro-1-oxoisoindolin-2-yl)piperidine-2,6-dione